BrC=1C(=NN(C1C=1C=NC(=CC1)F)C1=C(C=CC=C1)F)O[C@H](C(=O)O)OCC |o1:21| (2R*)-{[4-Bromo-1-(2-fluorophenyl)-5-(6-fluoropyridin-3-yl)-1H-pyrazol-3-yl]oxy}(ethoxy)acetic acid